4-[2-(3-methoxyphenoxy)ethyl-[4-(5,6,7,8-tetrahydro-1,8-naphthyridin-2-yl)butyl]amino]-2-(3-methylbutanoylamino)butanoic acid COC=1C=C(OCCN(CCC(C(=O)O)NC(CC(C)C)=O)CCCCC2=NC=3NCCCC3C=C2)C=CC1